N-[(1R,6S)-6-{(4S)-4-[(cyclopropylmethyl)(methyl)amino]azepan-1-yl}-2,2-difluorocyclohexyl]-4-{5-[(1S,2S)-2-fluorocyclopropyl]-1,2,4-oxadiazol-3-yl}-4-methylpiperidine-1-carboxamide C1(CC1)CN([C@@H]1CCN(CCC1)[C@H]1CCCC([C@@H]1NC(=O)N1CCC(CC1)(C)C1=NOC(=N1)[C@H]1[C@H](C1)F)(F)F)C